(6-(3-cyanophenyl)oxazolo[4,5-b]pyridin-2-yl)-3-fluoropiperidine-1-carbonitrile C(#N)C=1C=C(C=CC1)C=1C=C2C(=NC1)N=C(O2)C2N(CCCC2F)C#N